N1=NC(CCCCCCCC(CCCC1)C(=O)[O-])C(=O)[O-] diazacyclopentadecene-3,11-dicarboxylate